[1,3-bis(2,6-diisopropylphenyl)-4,5-dihydroimidazol-2-ylidene]chloro[3-phenylallyl]palladium(II) C(C)(C)C1=C(C(=CC=C1)C(C)C)N1C(N(CC1)C1=C(C=CC=C1C(C)C)C(C)C)=[Pd-2](CC=CC1=CC=CC=C1)Cl